1-(3-aminopropyl)-1,4-diazabicyclo[2.2.2]octan-1-ium NCCC[N+]12CCN(CC1)CC2